2-methyl-N-{cis-3-[methyl-(7H-pyrrolo[2,3-d]pyrimidin-4-yl)amino]cyclobutyl}-propane-1-sulfonamide CC(CS(=O)(=O)N[C@@H]1C[C@@H](C1)N(C=1C2=C(N=CN1)NC=C2)C)C